N'-(4-fluorophenyl)-2-(4-(9-hydroxy-2-methoxy-9-(trifluoromethyl)-9H-fluoren-4-yl)-1H-Pyrazol-1-yl)propanehydrazide FC1=CC=C(C=C1)NNC(C(C)N1N=CC(=C1)C1=CC(=CC=2C(C3=CC=CC=C3C12)(C(F)(F)F)O)OC)=O